N-((6-(benzo[d][1,3]dioxol-5-yl)-5-chloro-1H-indol-2-yl)methyl)acetamide O1COC2=C1C=CC(=C2)C2=C(C=C1C=C(NC1=C2)CNC(C)=O)Cl